COC=1C=C2C(=CC=[N+](C2=CC1OC1CCN(CC1)C(=O)OC(C)(C)C)[O-])OC1=CC=C(C=C1)[N+](=O)[O-] 6-methoxy-7-((1-(tert-butoxycarbonyl)piperidin-4-yl)oxy)-4-(4-nitrophenoxy)quinolin-1-oxide